NC1CC2(C1)CCN(CC2)C2=C(C=C(C=C2)NC2=NC=C(C(=N2)NC2=C(C=CC=C2)P(C)C)Cl)C (2-((2-((4-(2-amino-7-azaspiro[3.5]nonan-7-yl)-3-methylphenyl)amino)-5-chloropyrimidin-4-yl)amino)phenyl)dimethylphosphine